ClC=1C=C(C=CC1)C1=CNC=2N=CN=C(C21)N2CCC(CC2)NC(C)=O N-(1-(5-(3-chlorophenyl)-7H-pyrrolo[2,3-d]pyrimidin-4-yl)piperidin-4-yl)acetamide